C(C1=CC=CC=C1)C1C(OC(C1)COC1=C(C=CC=C1)[N+](=O)[O-])=O 3-benzyl-5-((2-nitrophenoxy)methyl)dihydrofuran-2(3H)-one